5-chloro-N-(2-chloro-6-fluorophenyl)-2-((4-(4-(4-methylpiperazin-1-yl)piperidin-1-yl)phenyl)amino)pyrimidine-4-carboxamide erbium-cerium [Ce].[Er].ClC=1C(=NC(=NC1)NC1=CC=C(C=C1)N1CCC(CC1)N1CCN(CC1)C)C(=O)NC1=C(C=CC=C1F)Cl